ethyl 6-ethoxy-4-[(3-hydroxyphenyl)amino]-3-quinolinecarboxylate C(C)OC=1C=C2C(=C(C=NC2=CC1)C(=O)OCC)NC1=CC(=CC=C1)O